N(C1=CC=CC=C1)C1=CC=CC2=CC=CC(=C12)S(=O)(=O)O.BrC=1C=NN2C1C(=CC=C2)C(=O)N2[C@H](C=1C(CC2)=C(N(N1)C)C1=CC(=C(C(=C1)F)F)F)C (3-bromopyrazolo[1,5-a]pyridin-4-yl)-[(7S)-2,7-dimethyl-3-(3,4,5-trifluorophenyl)-5,7-dihydro-4H-pyrazolo[3,4-c]pyridin-6-yl]methanone 1-anilino-8-naphthalenesulfonate